C(C)(C)(C)OC(=O)N1C[C@](CC1)(CN(C1=CC=CC=C1)C)COCC (S)-3-(ethoxymethyl)-3-((methyl-(phenyl)amino)methyl)pyrrolidine-1-carboxylic acid tert-butyl ester